C(C)(=O)C1=CC=C(S1)C(C(C(=O)OC)(C)C)C1=CC(=C(C=C1)C)CCl Methyl 3-(5-Acetylthiophen-2-yl)-3-[3-(Chloromethyl)-4-Methylphenyl]-2,2-Dimethylpropanoate